6-(4-pentylbenzyl)-2-{3-[4-(pyrrolidin-1-yl)butyl]ureido}-4,5,6,7-tetrahydrothieno[2,3-c]pyridine-3-carboxamide C(CCCC)C1=CC=C(CN2CC3=C(CC2)C(=C(S3)NC(=O)NCCCCN3CCCC3)C(=O)N)C=C1